C(C=C)(=O)N1C(C2=CC(=CC=C2CC1)OC1=CC=C(C=C1)C(F)(F)F)=O 2-propenoyl-7-(4-(trifluoromethyl)phenoxy)-3,4-dihydroisoquinolin-1(2H)-one